1-(3-chlorophenyl)-3-((4R,5S,7R,8R,9S,10R)-8,10-dihydroxy-7-(hydroxymethyl)-9-(4-(3,4,5-trifluorophenyl)-1H-1,2,3-triazol-1-yl)-1,6-dioxaspiro[4.5]decan-4-yl)urea ClC=1C=C(C=CC1)NC(=O)N[C@@H]1CCO[C@]12O[C@@H]([C@@H]([C@@H]([C@H]2O)N2N=NC(=C2)C2=CC(=C(C(=C2)F)F)F)O)CO